C(=O)(OC(C)(C)C)N[C@@H](CC1=CC=CC=C1)C(=O)NCCCCCCCC Boc-phenylalanyl-octylamine